methyl (1s,4s)-4-aminocyclohexane-1-carboxylate COC(=O)C1CCC(CC1)N